FC1C(C1)C1=NC=CC(=N1)C 1-fluoro-2-(4-methylpyrimidin-2-yl)cyclopropane